NCC1=NNC(C2=CC=C(C=C12)C=1C=NC=C(C1)N(C1=CC=CC=C1)C)=O 4-(aminomethyl)-6-(5-(methyl(phenyl)amino)pyridin-3-yl)phthalazin-1(2H)-one